3-(1H-1,2,4-triazol-1-yl)benzyl alcohol N1(N=CN=C1)C=1C=C(CO)C=CC1